N-(1'-((1s,4s)-4-isopropyl-cyclohexyl)-3-oxo-2-(2-(sulfamoyl-amino)ethyl)-2,3-dihydro-1H-spiro[isoquinoline-4,4'-piperidin]-7-yl)acetamide C(C)(C)C1CCC(CC1)N1CCC2(CC1)C(N(CC1=CC(=CC=C12)NC(C)=O)CCNS(N)(=O)=O)=O